TETRAETHYL-TIN C(C)[Sn](CC)(CC)CC